O(S(=O)(=O)C(F)(F)F)C=1C=2C(NC(C1)=O)=C(N(N2)C2OCCCC2)CC2=CC=C(C=C2)OC (4-methoxybenzyl)-5-oxo-2-(tetrahydro-2H-pyran-2-yl)-4,5-dihydro-2H-pyrazolo[4,3-b]pyridin-7-yl triflate